2,6-dibromo-4-picolinic acid BrC1=NC(=CC(=C1)C(=O)O)Br